C(C)(C)(C)OC(=O)C1=NC(=CC=C1N[C@H](C)C1=CC(=CC=2C(C(=C(OC21)C2=C(C=CC=C2)F)C)=O)C)Cl 6-chloro-3-[[(1R)-1-[2-(2-fluorophenyl)-3,6-dimethyl-4-oxo-benzopyran-8-yl]ethyl]amino]pyridine-2-carboxylic acid tert-butyl ester